tert-butyl 6-(4-(4-(4-((2,6-dioxopiperidin-3-yl)amino)-3-fluorophenyl)piperazin-1-yl)piperidin-1-yl)pyridazine-3-carboxylate O=C1NC(CCC1NC1=C(C=C(C=C1)N1CCN(CC1)C1CCN(CC1)C1=CC=C(N=N1)C(=O)OC(C)(C)C)F)=O